OCCCN(CCC(=O)OC)CCC(=O)OC N-(3-Hydroxy-1-propyl)bis[2-(methoxycarbonyl)ethyl]amine